C(CCCCCCCCCCC)CC(=O)OC methyl laurylacetate